FC1=CC(=C(OCC2=CC=CC=3OCOC32)C=C1[N+](=O)[O-])OC 4-(4-fluoro-2-methoxy-5-nitrophenoxymethyl)-1,3-benzodioxole